NC=1C=2N(C=C(N1)C(=O)NC1CCOCC1)C(=CN2)C2=C(C=CC(=C2)C(C(F)(F)F)(C(=O)N)O)C 8-Amino-3-(5-(3-amino-1,1,1-trifluoro-2-hydroxy-3-oxopropan-2-yl)-2-methylphenyl)-N-(tetrahydro-2H-pyran-4-yl)imidazo[1,2-a]pyrazine-6-carboxamide